NCCN1C[C@H](CCC1)C1CCN(CC1)C(=O)OC(C)(C)C tert-butyl (R)-1-(2-aminoethyl)-[3,4'-bipiperidine]-1'-carboxylate